2-(6-((2S,5R)-4-(1-(4-fluoro-2-(trifluoromethyl)phenyl)ethyl)-2,5-dimethylpiperazin-1-yl)-3,9-dimethyl-2-oxo-3,9-dihydro-2H-purin-8-yl)acetonitrile FC1=CC(=C(C=C1)C(C)N1C[C@@H](N(C[C@H]1C)C=1C=2N=C(N(C2N(C(N1)=O)C)C)CC#N)C)C(F)(F)F